ClC1=CC=C2C(=N1)SC(=N2)C2(CC(C2)C(F)(F)F)O cis-1-(5-chlorothiazolo[5,4-b]pyridin-2-yl)-3-(trifluoromethyl)cyclobutan-1-ol